Cl.NC(C)C1=CC=C2C(=NN(C2=C1)C)C#N 6-(1-aminoethyl)-1-methyl-1H-indazole-3-carbonitrile hydrochloride